OC=1C=C(C=CC1C)NC(=O)C1CCC(CC1)N1C(C2=CC=CC(=C2C1)C)=O (1s,4s)-N-(3-Hydroxy-4-methylphenyl)-4-(4-methyl-1-oxoisoindolin-2-yl)cyclohexanecarboxamide